4-(chloromethyl)-5-(2-methoxyethyl)-1-methyl-1H-1,2,3-triazole ClCC=1N=NN(C1CCOC)C